ClC1=C(C=C(C=C1)N1CC(C2=NC(=CC=C21)C(=O)N2C(CN(CC2)C2=NC(=C(C(=O)OC)C(=C2)C)C)(C)C)(C)C)F methyl 6-(4-(1-(4-chloro-3-fluorophenyl)-3,3-dimethyl-2,3-dihydro-1H-pyrrolo[3,2-b]pyridine-5-carbonyl)-3,3-dimethylpiperazin-1-yl)-2,4-dimethylnicotinate